COC(=O)[C@H]1N(C[C@@H]([C@@H]1CC)F)C(=O)OC(C)(C)C (2s,3r,4r)-3-ethyl-4-fluoropyrrolidine-1,2-dicarboxylic acid 1-tert-butyl ester 2-methyl ester